COC1=CC=C(C=C1)C(OC[C@@]1(O[C@H](COC1)N1C(NC(C(=C1)C)=O)=O)COP(OCCC#N)N(C(C)C)C(C)C)(C1=CC=CC=C1)C1=CC=C(C=C1)OC 3-[[(2R,6R)-2-[[bis(4-methoxyphenyl)-phenyl-methoxy]methyl]-6-(5-methyl-2,4-dioxo-pyrimidin-1-yl)-1,4-dioxan-2-yl]methoxy-(diisopropylamino)phosphanyl]oxypropanenitrile